C1(=CC=C(C=C1)C1=NC2=C(N1)C=CC=C2)C2=CC=CC=C2 2-([1,1'-biphenyl]-4-yl)-1H-benzo[d]imidazole